C(C)(=O)C1=COC=2C(OCC2)=C1 6-acetyl-1,4-benzodioxole